5-phenylpyrazine-2-carboxylic acid methyl ester COC(=O)C1=NC=C(N=C1)C1=CC=CC=C1